OC1=C(C=CC=2C(C3=C(C=CC(=C3C(C12)=O)O)O)=O)O 1,2,5,8-tetrahydroxyanthraquinone